(R)-N-(1-hydroxypropan-2-yl)-4-methyl-2-(4-(trifluoromethyl)phenyl)quinoline-7-carboxamide OC[C@@H](C)NC(=O)C1=CC=C2C(=CC(=NC2=C1)C1=CC=C(C=C1)C(F)(F)F)C